The molecule is a peptide anion obtained by protonation of the amino group and deprotonation of the two carboxy groups of Ala-Asp. It is a conjugate base of an Ala-Asp. C[C@@H](C(=O)N[C@@H](CC(=O)[O-])C(=O)[O-])[NH3+]